(2R)-2-amino-3-hydroxy-N-[(1R)-1-(6-methylpyridin-2-yl)ethyl]propanamide N[C@@H](C(=O)N[C@H](C)C1=NC(=CC=C1)C)CO